C(CCC)N1C(CCCC1=O)C(=O)O 1-butyl-6-oxopiperidine-2-carboxylic acid